disulfane SS